C1(=CC=CC=C1)CS(=O)(=O)OC1=C(OC(C1=O)C1=CC=C(C=C1)OC)N 2-amino-5-(4-methoxyphenyl)-4-oxo-4,5-dihydrofuran-3-yl phenylmethanesulfonate